(S)-(1-(pyridin-2-yl)piperidin-4-yl)(5-(pyridin-3-yl)-4,5-dihydro-1H-pyrazol-1-yl)methanone N1=C(C=CC=C1)N1CCC(CC1)C(=O)N1N=CC[C@H]1C=1C=NC=CC1